4-Bromo-4'-cyanobiphenyl BrC1=CC=C(C=C1)C1=CC=C(C=C1)C#N